C(=CC)C1=C(C=CC=C1)C=CC dipropenyl-benzene